O=C(C[C@H](C)O[C@@H]1CCC=2C1=NNC(C2C(F)(F)F)=O)N2CCN(CC2)C2=NC=C(C=N2)C(F)(F)F |o1:3,&1:6| rac-(R*)-7-(((S*)-4-Oxo-4-(4-(5-(trifluoromethyl)pyrimidin-2-yl)piperazin-1-yl)butan-2-yl)oxy)-4-(trifluoromethyl)-2,5,6,7-tetrahydro-3H-cyclopenta[c]pyridazin-3-one